BrC1=C(C=C2NC=C(CCN)C2=C1)Br 5,6-dibromotryptamine